cyclopropyl-1H-pyrazol-3-amine C1(CC1)N1N=C(C=C1)N